C(C)(C)(C)OC(=O)C=1N=C(SC1)C(NC1CCS(CC1)(=O)=O)=O 2-((1,1-dioxotetrahydro-2H-thiopyran-4-yl)carbamoyl)thiazole-4-carboxylic acid tert-butyl ester